N1,N3-bis(6-methyl-3-nitropyridin-2-yl)-5-(trifluoromethyl)benzene-1,3-diamine CC1=CC=C(C(=N1)NC1=CC(=CC(=C1)C(F)(F)F)NC1=NC(=CC=C1[N+](=O)[O-])C)[N+](=O)[O-]